C(C)(=O)OC[C@@H](OC)[C@H](OC)[C@H](OC(C)=O)COC(C)=O 1,4,5-tri-O-acetyl-2,3-di-O-methyl-arabinitol